(2RS,4aRS,9bSR)-2-ethyl-8-methyl-4,4a,5,9b-tetrahydroindeno[1,2-d][1,3]dioxin C(C)[C@@H]1OC[C@@H]2[C@H](O1)C1=CC(=CC=C1C2)C |r|